2-(2,3-dichlorophenyl)acetamide ClC1=C(C=CC=C1Cl)CC(=O)N